(S)-1-(benzyloxy)-3-(trityloxy)propan-2-ol C(C1=CC=CC=C1)OC[C@@H](COC(C1=CC=CC=C1)(C1=CC=CC=C1)C1=CC=CC=C1)O